C1(CC1)C[C@]1(C(OCC=2C(N3CC=4C(=NC=5C=C(C(=CC5C4CNC(CO)=O)C)F)C3=CC21)=O)=O)O (S)-N-((4-(cyclopropylmethyl)-8-fluoro-4-hydroxy-9-methyl-3,14-dioxo-3,4,12,14-tetrahydro-1H-pyrano[3',4':6,7]indolizino[1,2-b]quinolin-11-yl)methyl)-2-hydroxyacetamide